C[C@@H](C(=O)N)C=C (2R)-2-methylbut-3-enamide